FC=1C=C(C=C(C1F)O)N1N=CC2=CC(=CC=C12)N1CCS(CC1)(=O)=O 4-(1-(3,4-Difluoro-5-hydroxyphenyl)-1H-indazol-5-yl)thiomorpholine 1,1-dioxide